C(CCCCC(=O)OC(COC(COCCCC)C)C)(=O)OC(COC(COCCCC)C)C di-[2-(2-butoxy-1-methylethoxy)-1-methylethyl] adipate